Methyl-tert-Butylether COC(C)(C)C